C1(CC1)CS(=O)(=O)NC1=CNC2=CC=C(C=C12)C=1C=NN(C1)C1=CC=C(C=C1)CC 1-cyclopropyl-N-{5-[1-(4-ethylphenyl)-1H-pyrazol-4-yl]-1H-indol-3-yl}methanesulfonamide